(E)-1-(2-Hydroxyphenyl)-3-(1H-indol-5-yl)prop-2-en-1-one OC1=C(C=CC=C1)C(\C=C\C=1C=C2C=CNC2=CC1)=O